N-[(1S)-1-(1-Ethylazetidin-3-yl)ethyl]-8-[4-(trifluoromethyl)phenyl]quinoline-3-carboxamide C(C)N1CC(C1)[C@H](C)NC(=O)C=1C=NC2=C(C=CC=C2C1)C1=CC=C(C=C1)C(F)(F)F